4'-((2-(tert-Butyl)-1H-imidazol-1-yl)methyl)-N-(2,6-dimethoxypyrimidin-4-yl)-5-isobutyl-[1,1'-biphenyl]-2-sulfonamide C(C)(C)(C)C=1N(C=CN1)CC1=CC=C(C=C1)C=1C(=CC=C(C1)CC(C)C)S(=O)(=O)NC1=NC(=NC(=C1)OC)OC